C(C)(C)(C)OC(=O)N1CCN(CC1)C=1C=C2C(N(C(C2=CC1)=O)C1C(NC(C=C1)=O)=O)=O 4-(2-(2,6-dioxopyridin-3-yl)-1,3-dioxoisoindolin-5-yl)piperazine-1-carboxylic acid tert-butyl ester